2-[4-(5-fluoro-3-methylbenzo[b]thiophene-2-sulfonylamino)-3-methylsulfonylphenyl]oxazole-4-carboxylic acid sodium [Na].FC1=CC2=C(SC(=C2C)S(=O)(=O)NC2=C(C=C(C=C2)C=2OC=C(N2)C(=O)O)S(=O)(=O)C)C=C1